4-(2-((1-(4-chlorophenyl)-1H-pyrazol-3-yl)oxy)ethoxy)-2-ethyl-3,7-dimethyl-6-(4-(trifluoromethoxy)phenoxy)quinoline ClC1=CC=C(C=C1)N1N=C(C=C1)OCCOC1=C(C(=NC2=CC(=C(C=C12)OC1=CC=C(C=C1)OC(F)(F)F)C)CC)C